8-bromo-2-cyclopropylimidazo[1,2-a]pyrazine-6-carboxylic acid methyl ester COC(=O)C=1N=C(C=2N(C1)C=C(N2)C2CC2)Br